FC1=C(C=C(C(=C1)OC1=CC2=C(N(N=N2)C)C=C1)C)NC=1C2=C(N=CN1)C=CC(=N2)N2CCNCC2 N-(2-fluoro-5-methyl-4-((1-methyl-1H-benzo[d][1,2,3]triazol-5-yl)oxy)phenyl)-6-(piperazin-1-yl)pyrido[3,2-d]pyrimidin-4-amine